COCCCN1CCN(CC1)C1=CC=C(C=C1)NC(=O)C=1C(NC=CC1NC=1N=NC=CC1C)=O N-(4-(4-(3-Methoxypropyl)piperazin-1-yl)phenyl)-4-((4-methylpyridazin-3-yl)amino)-2-oxo-1,2-dihydropyridine-3-carboxamide